C1(CC1)C1C2=C(OCCC1)C(=CC(=C2)C2=C(C=CC=C2)C2=NN=NN2C(C2=CC=CC=C2)(C2=CC=CC=C2)C2=CC=CC=C2)NC(OC(C)(C)C)=O tert-butyl (5-cyclopropyl-7-(2-(1-trityl-1H-tetrazol-5-yl) phenyl)-2,3,4,5-tetrahydrobenzo[b]oxepin-9-yl)carbamate